3-((tert-butyldimethylsilyl)oxy)-1-isopropyl-4-methyl-1H-pyrazole-5-carboxylic acid ethyl ester C(C)OC(=O)C1=C(C(=NN1C(C)C)O[Si](C)(C)C(C)(C)C)C